sulfenyl-nitrogen S=[N]